ClC1=C(N(C(C2=C(C=CC=C12)C=1C=NC(=NC1)F)=O)C1=CC=CC=C1)[C@H](C)NC=1C2=C(N=CN1)NC=CC2=O (S)-4-((1-(4-chloro-8-(2-fluoropyrimidin-5-yl)-1-oxo-2-phenyl-1,2-dihydroisoquinolin-3-yl)ethyl)amino)pyrido[2,3-d]pyrimidin-5(8H)-one